tert-Butyl (2R,5S)-2-[4-[3-(dimethylamino) propanoylamino]phenyl]-5-methyl-piperidine-1-carboxylate CN(CCC(=O)NC1=CC=C(C=C1)[C@@H]1N(C[C@H](CC1)C)C(=O)OC(C)(C)C)C